p-fluorophenylethylamine hydriodide I.FC1=CC=C(C=C1)CCN